C(CCC)OC(=O)C1=CC(=C(C(=C1)O)S(=O)(=O)[O-])O.[Na+] sodium 4-(butoxycarbonyl)-2,6-dihydroxybenzenesulfonate